C(#N)C1=CC=NC(=C1)C(F)(F)F 4-cyano-6-trifluoromethyl-pyridin